C(C)NC1=CC(=CC(=N1)N1CC2=C(C=C(C=C2C1=O)CN(C(OC(C)(C)C)=O)C1(CCC1)C)SC)C1(COC1)CC1=NN=CN1C tert-butyl N-({2-[6-(ethylamino)-4-{3-[(4-methyl-1,2,4-triazol-3-yl)methyl]oxetan-3-yl}pyridin-2-yl]-7-(methylsulfanyl)-3-oxo-1H-isoindol-5-yl}methyl)-N-(1-methylcyclobutyl)carbamate